trioctyl-2-methoxybenzophenone C(CCCCCCC)C=1C(=C(C(=C(C(=O)C2=CC=CC=C2)C1)OC)CCCCCCCC)CCCCCCCC